FC(C1=NN(C=C1NC(=O)C=1N=C(OC1)C=1C=NN(C1)C)C1=CC=C(C(=O)OC)C=C1)F methyl 4-[3-(difluoromethyl)-4-[[2-(1-methylpyrazol-4-yl)oxazole-4-carbonyl]amino] pyrazol-1-yl]benzoate